O1C(OCC1)CC[C@@H](C(C)C)N1CC(C1)CC1=CC(=C2N1C(=CN=C2)C)C2=C(C(=O)N(C(C)C)CC)C=C(C=C2)F 2-[6-({1-[(3S)-1-(1,3-dioxolan-2-yl)-4-methylpentan-3-yl]azetidin-3-yl}methyl)-4-methylpyrrolo[1,2-a]pyrazin-8-yl]-N-ethyl-5-fluoro-N-(isopropyl)benzamide